2-bromo-5-chloropyridine BrC1=NC=C(C=C1)Cl